C[C@@H]1[C@H]([C@@H]([C@H]([C@H](O1)OP(=O)([O-])OP(=O)([O-])OC/C=C(/C)\\CC/C=C(/C)\\CC/C=C(/C)\\CC/C=C(/C)\\CC/C=C(/C)\\CC/C=C(/C)\\CC/C=C(/C)\\CC/C=C(\\C)/CC/C=C(\\C)/CC/C=C(\\C)/CCC=C(C)C)NC(=O)C)O[C@@H]2[C@@H]([C@H]([C@H]([C@H](O2)CO)O)O)NC(=O)C)NC(=O)C The molecule is an organophosphate oxoanion obtained by deprotonation of the diphosphate OH groups of N-acetyl-alpha-D-galactosaminyl-(1->3)-N,N'-diacetyl-alpha-D-bacillosaminyl-tritrans,heptacis-undecaprenyl diphosphate; major species at pH 7.3. It is a conjugate base of a N-acetyl-alpha-D-galactosaminyl-(1->3)-N,N'-diacetyl-alpha-D-bacillosaminyl-tritrans,heptacis-undecaprenyl diphosphate.